CCCCCCCCCCCCCCC(=O)OC[C@H](COP(=O)([O-])OCC[N+](C)(C)C)OC(=O)CCCCCCC/C=C\CCCCCCCCC 1-pentadecanoyl-2-(9Z-nonadecenoyl)-glycero-3-phosphocholine